CC(C(=O)O)CCC 2,4-dimethylbutyric acid